FC1=CC=C(CC=2C=NN(C2)C(=O)N[C@@H]2C(N(C3=C(OC2)C=CC(=C3)C#CC3(CCC3)O)C)=O)C=C1 (S)-4-(4-fluorobenzyl)-N-(7-((1-hydroxycyclobutyl)ethynyl)-5-methyl-4-oxo-2,3,4,5-tetrahydrobenzo[b][1,4]oxazepin-3-yl)-1H-pyrazole-1-carboxamide